4-[3-(morpholin-4-yl)propoxy]pyridin-2-amine N1(CCOCC1)CCCOC1=CC(=NC=C1)N